N,N-bis(2-hydroxyethyl)-2-(2-oxopropoxycarbonyl)ethylamine OCCN(CCO)CCC(=O)OCC(C)=O